ClC1=CC2=C(C=C3N2C(=NN(C3=O)CC(=O)NC3CC2(C3)CC(C2)O)C(C)C)S1 2-(2-Chloro-5-isopropyl-8-oxothieno[2',3':4,5]pyrrolo[1,2-d][1,2,4]triazin-7(8H)-yl)-N-(6-hydroxyspiro[3.3]heptan-2-yl)acetamide